[Cu].[S] sulfur compound with copper